C(C)(C)N(C1=CC=CC(=N1)S(=O)(=O)NC(=O)C=1C(=NC=CC1)N1C(CC(C1)C)(C)C)C N-[[6-[isopropyl(methyl)amino]-2-pyridyl]sulfonyl]-2-(2,2,4-trimethylpyrrolidin-1-yl)pyridine-3-carboxamide